19-iodo-4,6,8,10,12,14,16-heptamethylnonadecyl octyloxymethyl ether C(CCCCCCC)OCOCCCC(CC(CC(CC(CC(CC(CC(CCCI)C)C)C)C)C)C)C